trideutero(iodo)methane [2H]C(I)([2H])[2H]